(2R,4S)-N-(3-(5-Fluoro-2-((3-methoxy-1-methyl-1H-pyrazol-4-yl)amino)pyrimidin-4-yl)-1H-indol-7-yl)-4-methoxy-1-(piperidin-4-yl)pyrrolidine-2-carboxamide FC=1C(=NC(=NC1)NC=1C(=NN(C1)C)OC)C1=CNC2=C(C=CC=C12)NC(=O)[C@@H]1N(C[C@H](C1)OC)C1CCNCC1